NC1=NC=CC=C1C1=NC=2C(=NC(=CC2)C2=CC=CC=C2)N1C1=CC=C(CN2CCN(CC2)C#N)C=C1 4-(4-(2-(2-Aminopyridin-3-yl)-5-phenyl-3H-imidazo[4,5-b]pyridin-3-yl)benzyl)piperazine-1-carbonitrile